BrCCOC1OCCOC1 2-(2-bromoethoxy)dioxane